6-(1-(3-((1-acryloylpiperidin-4-yl)oxy)phenyl)-1H-pyrazol-4-yl)-4-methoxypyrazolo[1,5-a]pyridine-3-carbonitrile C(C=C)(=O)N1CCC(CC1)OC=1C=C(C=CC1)N1N=CC(=C1)C=1C=C(C=2N(C1)N=CC2C#N)OC